C(CCCCCCC(=O)OCC(COC(CCCCCCC(=O)OCC\C=C/CCCC)=O)(COC(CCCCCCC(=O)OCC\C=C/CCCC)=O)CO)(=O)OCC\C=C/CCCC O8-[2-(hydroxymethyl)-3-[8-[(Z)-oct-3-enoxy]-8-oxo-octanoyl]oxy-2-[[8-[(Z)-oct-3-enoxy]-8-oxo-octanoyl]oxymethyl]propyl] O1-[(Z)-oct-3-enyl] octanedioate